1-cyclopropyl-3-(4-fluoro-3-(trifluoromethyl)phenyl)-5-(2-(3-fluoro-3-methylazetidin-1-yl)-2-oxoethyl)-1H-pyrrolo[3,2-c]pyridin-4(5H)-one C1(CC1)N1C=C(C=2C(N(C=CC21)CC(=O)N2CC(C2)(C)F)=O)C2=CC(=C(C=C2)F)C(F)(F)F